C(CC)C=1C=C(N)C=CC1 3-propyl-aniline